monosilane silicon [Si].[SiH4]